5-bromo-6-fluoro-2,3-dihydro-1,1,3,3-tetramethyl-1H-indene BrC=1C=C2C(CC(C2=CC1F)(C)C)(C)C